C(C)(CC)N1N=CC=2N=C(N=C(C21)N[C@H](CC)C=2C=NC1=CC=CC=C1C2)N2CCN(CC2)C(C)=O 1-{4-[1-sec-butyl-7-((R)-1-quinolin-3-yl-propylamino)-1H-pyrazolo[4,3-d]pyrimidin-5-yl]-piperazin-1-yl}-ethanone